8-bromo-2-(pyrimidin-5-yl)quinoline BrC=1C=CC=C2C=CC(=NC12)C=1C=NC=NC1